1-[(3R)-3-[4-amino-3-(4-phenoxyphenyl)-1H-pyrazolo[3,4-D]pyrimidin-1-yl]-1-piperidinyl]-2-propen-1-one NC1=C2C(=NC=N1)N(N=C2C2=CC=C(C=C2)OC2=CC=CC=C2)[C@H]2CN(CCC2)C(C=C)=O